FC1=CC=CC=N1 6-fluoro-pyridin